The molecule is the product resulting from formal oxidation of DL-proline by loss of hydrogen from the nitrogen and from the carbon alpha to the carboxylic acid, with the formation of a C=N bond. It is a conjugate acid of a 1-pyrroline-2-carboxylate. It is a tautomer of a 1-pyrroline-2-carboxylic acid zwitterion. C1CC(=NC1)C(=O)O